3-(4-fluorophenyl)-2-oxo-2,3-dihydro-1H-benzo[d]imidazole-1-carboxylic acid tert-butyl ester C(C)(C)(C)OC(=O)N1C(N(C2=C1C=CC=C2)C2=CC=C(C=C2)F)=O